ClC=1N=C(C2=C(N1)C=C(S2)C=O)N2CCOCC2 2-chloro-4-(morpholin-4-yl)thieno[3,2-d]pyrimidine-6-formaldehyde